4-[(2R,3S)-2-methylpyrrolidin-3-yl]-1H-imidazole C[C@H]1NCC[C@@H]1C=1N=CNC1